O1C(=NC2=C1C=CC=C2)C2(CCN(CC2)C2=C(C(N(C1=CC(=CC=C21)C(F)(F)F)C)=O)C(=O)N)C 4-[4-(1,3-benzoxazol-2-yl)-4-methylpiperidin-1-yl]-1-methyl-2-oxo-7-(trifluoromethyl)-1,2-dihydroquinoline-3-carboxamide